C1(=CC=CC=C1)COC=1C(=NC=C(N1)Br)N (Phenylmethoxy)-5-bromopyrazin-2-amine